6-[2-[2-[2-[2-[2-[2-(2-methoxyethoxy)ethoxy]ethoxy]ethoxy]ethoxy]ethoxy]phenyl]-N-[(2,4-dimethoxyphenyl)methyl]-4-methylphthalazin-1-amine COCCOCCOCCOCCOCCOCCOC1=C(C=CC=C1)C=1C=C2C(=NN=C(C2=CC1)NCC1=C(C=C(C=C1)OC)OC)C